C(CCCCCCCCC(=O)OC1CC(N(C(C1)(C)C)OCCCCCCCCCCCC)(C)C)(=O)OC1CC(N(C(C1)(C)C)OCCCCCCCCCCCC)(C)C bis(1-dodecyloxy-2,2,6,6-tetramethyl-4-piperidyl) sebacate